FC1=C(C(=C(C(=C1S(=O)(=O)O)F)F)F)F pentaFluorobenzenesulfonic acid